5-(4-amino-7-methyl-5-(4-((4-methylpyrimidin-2-yl)oxy)phenyl)-7H-pyrrolo[2,3-d]pyrimidin-6-yl)-2-ethynylnicotinonitrile NC=1C2=C(N=CN1)N(C(=C2C2=CC=C(C=C2)OC2=NC=CC(=N2)C)C=2C=NC(=C(C#N)C2)C#C)C